[(1-[tetrahydropyran-3-yl]ethyl)amino]-1H-pyridazin-6-one O1CC(CCC1)C(C)NN1N=CC=CC1=O